3-(6-Fluoro-8-((S,Z)-2-(hydroxymethyl)-4-(methoxyimino)pyrrolidine-1-carbonyl)-2,3-dihydrobenzo[b][1,4]dioxin-5-yl)-2-methylbenzonitrile FC1=C(C2=C(OCCO2)C(=C1)C(=O)N1[C@@H](C/C(/C1)=N/OC)CO)C=1C(=C(C#N)C=CC1)C